3,4-dichloro-N-(1-{4-[(3-chlorobenzene-1-carbonyl)amino]phenyl}cyclobutyl)benzamide methyl-2,2-dimethyl-3-piperazin-1-yl-propanoate COC(C(CN1CCNCC1)(C)C)=O.ClC=1C=C(C(=O)NC2(CCC2)C2=CC=C(C=C2)NC(=O)C2=CC(=CC=C2)Cl)C=CC1Cl